5-(4-hydroxy-2'-oxospiro[cyclohexane-1,3'-indolin]-6'-yl)-2-methylbenzamide OC1CCC2(C(NC3=CC(=CC=C23)C=2C=CC(=C(C(=O)N)C2)C)=O)CC1